C1(=CC=CC=C1)N1N=NC(=C1)C=1C(NC2=NC=CC=C2C1)=O 3-(1-phenyl-1H-[1,2,3]triazol-4-yl)-1H-[1,8]naphthyridin-2-one